C(\C=C/C=C/C)(=O)O (2Z,4E)-HEXA-2,4-DIENOIC ACID